C(OC)(OC(F)(F)CF)=O methyl monofluoromethyldifluoromethyl carbonate